COCCN1C=CC2=C(C=CC=C12)C1=C(C=C2NC(C=3N(C2=C1C)C(=NN3)C)(C)C)OC(F)(F)F 8-[1-(2-Methoxy-ethyl)-1H-indol-4-yl]-1,4,4,9-tetramethyl-7-(trifluoromethyloxy)-5H-[1,2,4]triazolo[4,3-a]quinoxaline